2-propyltris(t-butyloxy)tin CC(C)[Sn](OC(C)(C)C)(OC(C)(C)C)OC(C)(C)C